C[C@@H]1N(CC1)C(=O)O[C@H]1C[C@H](CC1)C1=CC(=NN1)NC(CC1=NC=C(N=C1)OC)=O (1R,3S)-3-(3-{[(5-methoxypyrazin-2-yl)acetyl]amino}-1H-pyrazol-5-yl)cyclopentyl (2S)-2-methylazetidine-1-carboxylate